FC(COC(=O)NS(OC[C@H]1O[C@H]([C@H]([C@@H]1O)F)N1C2=NC=NC(=C2N=C1)NC1=CC(=CC=C1)C#C)(=O)=O)(F)F ((2R,3R,4S,5R)-5-(6-((3-ethynylphenyl)amino)-9H-purin-9-yl)-4-fluoro-3-hydroxytetrahydrofuran-2-yl)methyl ((2,2,2-trifluoroethoxy)carbonyl)sulfamate